ClC=1N=C(C2=C(N1)C=CS2)C=2C=NN(C2)CC2=CC=CC(=N2)C(C)(C)O 2-(6-((4-(2-chlorothieno[3,2-d]pyrimidin-4-yl)-1H-pyrazol-1-yl)methyl)pyridin-2-yl)propan-2-ol